N1C=CC2=C(C=CC=C12)OI.[Br-].C(CCCCCCCCCCCCCCC)[N+](C)(C)C cetyl-trimethyl-ammonium bromide 1H-Indol-4-yl-hypoiodite